C1(CC1)C(C(C(=O)NC1=CC=C(C=C1)C=1C(=NNC1C)C)C1=NN=C(N1)CC1=NNC=C1)C1CC1 3,3-dicyclopropyl-N-[4-(3,5-dimethyl-1H-pyrazol-4-yl)phenyl]-2-[5-(1H-pyrazol-3-ylmethyl)-4H-1,2,4-triazol-3-yl]propanamide